C(C)C=1N=C2N(C=C(C=N2)C)C1C(=O)O ethyl-6-methyl-imidazo[1,2-a]pyrimidine-3-carboxylic acid